ONC(C(=CC1=CC=C(C=C1)OC)N1N=NC(=C1)CNS(=O)(=O)C=1SC(=CC1)C1=NC=CC=C1)=O (S)-N-hydroxy-3-(4-methoxyphenyl)-2-(4-((5-(pyridin-2-yl)thiophene-2-sulfonamido)methyl)-1H-1,2,3-triazol-1-yl)propenamide